COC1=CC=C(CN2C(C3=CC=CC(=C3C2=O)[N+](=O)[O-])=O)C=C1 2-(4-Methoxybenzyl)-4-nitroisoindoline-1,3-dione